C(C)(C)(C)N1C(C(CC1)N1C(C2=CC(=CC=C2C1)C1=NC(=NC=C1Cl)NC1CCOCC1)=O)=O 2-(1-tert-butyl-2-oxopyrrolidin-3-yl)-6-{5-chloro-2-[(oxan-4-yl)amino]pyrimidin-4-yl}-2,3-dihydro-1H-isoindol-1-one